O=S1(CCC(CC1)C(=O)[O-])=O 1,1-dioxothiane-4-carboxylate